N1CC(C1)CN(C=1C(=C(C(=C2C=NNC12)C1=CC2=C(N=C(S2)NC(=O)[C@H]2[C@H](C2)F)C=C1)Cl)F)C (1S,2S)-N-(6-(7-((azetidin-3-ylmethyl)(methyl)amino)-5-chloro-6-fluoro-1H-indazol-4-yl)benzo[d]thiazol-2-yl)-2-fluorocyclopropanecarboxamide